C(C1=CC=CC=C1)(=O)OCCC\C=C\B1OC(C(O1)(C)C)(C)C (E)-5-(4,4,5,5-tetramethyl-1,3,2-dioxaborolan-2-yl)pent-4-en-1-yl benzoate